3-bromo-2,2-bis-(bromomethyl)propyl-phosphat BrCC(COP(=O)([O-])[O-])(CBr)CBr